fluoro VINYL ETHER C(=C)OF